TRANS-2-({4-methyl-2-[6-methyl-3-(2H-1,2,3-triazol-2-yl)pyridine-2-carbonyl]-2-azabicyclo[3.1.1]heptan-3-yl}methyl)-2,3-dihydro-1H-isoindole-1,3-dione CC1C(N(C2CC1C2)C(=O)C2=NC(=CC=C2N2N=CC=N2)C)CN2C(C1=CC=CC=C1C2=O)=O